FC1=C(C=CC(=C1)F)C=1C=NC=2N(N1)C=C(N2)COC2=CC=NC=C2 2-(2,4-difluorophenyl)-6-((pyridin-4-yloxy)methyl)imidazo[1,2-b][1,2,4]triazine